C(C)=C1C2C3C(OC4=C3C=CC=C4OC)C(C1)C2 2-ethylidene-6-methoxy-1,2,3,4,4a,9b-Hexahydro-1,4-methanodibenzo[b,d]furan